Cl.C1(=CC=CC=C1)NCCBr N-phenyl-bromoethylamine hydrochloride